COCCN(CC(=O)O)C(CN1CCN(CCN(CCN(CC1)CC(=O)O)CC(=O)O)CC(=O)O)=O N-(2-methoxyethyl)-N-{[4,7,10-tris(carboxymethyl)-1,4,7,10-tetraazacyclododec-1-yl]acetyl}glycine